C(C=C)(=O)C1=CC(=C(C(=O)C2=CC=CC=C2)C=C1)O 4-Acryloylhydroxybenzophenone